4-(5-(1-Methyl-1H-pyrazol-4-yl)pyridin-2-yl)piperazine-1-carboxylic acid tert-butyl ester C(C)(C)(C)OC(=O)N1CCN(CC1)C1=NC=C(C=C1)C=1C=NN(C1)C